(6-(piperazin-1-yl)pyrazin-2-yl)methyl (1-hydroxy-7-methyl-1,3-dihydrobenzo[c][1,2]oxaborole-6-carbonyl)-L-valinate OB1OCC2=C1C(=C(C=C2)C(=O)N[C@@H](C(C)C)C(=O)OCC2=NC(=CN=C2)N2CCNCC2)C